N-((7-(5-(difluoromethyl)-1,3,4-oxadiazol-2-yl)imidazo[1,2-a]pyridin-2-yl)methyl)-N-(3-fluorophenyl)-1-(1-hydroxyprop-2-yl)piperidine-4-carboxamide FC(C1=NN=C(O1)C1=CC=2N(C=C1)C=C(N2)CN(C(=O)C2CCN(CC2)C(CO)C)C2=CC(=CC=C2)F)F